FC(C(C(F)(F)F)OC(=O)N1CCC2(CCCN2)CC1)(F)F 1,8-diazaspiro[4.5]Decane-8-carboxylic acid 1,1,1,3,3,3-hexafluoropropan-2-yl ester